Cl.Cl.CC1=NC(=CC=C1)[C@@H]1NCCC1 2-methyl-6-[(2R)-pyrrolidin-2-yl]pyridine dihydrochloride